ClC1=C2C(=CNC2=C(C=C1)N1CCC(CC1)C1=CC=C(C=C1)N1CCC2(OCCO2)CC1)C#N 4-Chloro-7-{4-[4-(1,4-dioxa-8-azaspiro[4.5]decan-8-yl)phenyl]piperidin-1-yl}-1H-indole-3-carbonitrile